1-isobutyryl-5,6,7,8-tetrahydroindolizine-2-carboxylic acid ethyl ester C(C)OC(=O)C=1C(=C2CCCCN2C1)C(C(C)C)=O